3-fluoro-1-(2-methoxyethyl)-1H-pyrazolo[4,3-d]pyrimidin-7(6H)-one FC1=NN(C2=C1N=CNC2=O)CCOC